1,5-dimethyl-6-nitro-1H-indazole CN1N=CC2=CC(=C(C=C12)[N+](=O)[O-])C